CC(=O)NC1=CC=CC(=C1)NC2=NC(=NC3=CC=CC=C32)C4=CC=CC=C4 The molecule is a member of the class of quinazolines that is quinazoline which is substituted at positions 2 and 4 by phenyl and (3-acetamidophenyl)nitrilo groups, respectively. It is a member of quinazolines, a secondary amino compound, an aromatic amine, an acetamide and a substituted aniline.